C(C)(C)C1=C(NC2=CC=C(C=C12)CCN1CCCC1)C=1C=C(C=2N(C1)N=CN2)OC 6-(3-isopropyl-5-(2-(pyrrolidin-1-yl)ethyl)-1H-indol-2-yl)-8-methoxy-[1,2,4]triazolo[1,5-a]pyridine